(S)-tert-butyl 4-(6-cyclopropyl-7-(2-methoxyphenyl)-1-(2-isopropyl-4-methylpyridin-3-yl)-2-oxo-1,2-dihydropyrido[2,3-d]pyrimidin-4-yl)-3-methylpiperazine-1-carboxylate C1(CC1)C1=CC2=C(N(C(N=C2N2[C@H](CN(CC2)C(=O)OC(C)(C)C)C)=O)C=2C(=NC=CC2C)C(C)C)N=C1C1=C(C=CC=C1)OC